dimethylammonium phosphate ammonium salt [NH4+].P(=O)([O-])([O-])O.C[NH2+]C